FC1=C(C=C(C=C1)OC(F)(F)F)NC(OCC1=CC=C(C=2CCOC21)C2C(NC(CC2)=O)=O)=O (4-(2,6-dioxopiperidin-3-yl)-2,3-dihydrobenzofuran-7-yl)methyl (2-fluoro-5-(trifluoromethoxy)phenyl)carbamate